N1=CC(=CC=C1)[C@H]1[C@@H](C1)CC(=O)N1CC2=NC(=C(C(=C2C1)C)C)C 2-[trans-2-(pyridin-3-yl)cyclopropyl]-1-(2,3,4-trimethyl-5,7-dihydro-6H-pyrrolo[3,4-b]Pyridin-6-yl)ethanone